pentenyl (3-methylbutadienyl) ether CC(C=COC=CCCC)=C